NC=1NC(C(N1)=O)=C1C2=C(C(NCC1)=O)NC(=C2)Br 4-(2-Amino-4-oxo-2-imidazolin-5-ylidene)-2-bromo-4,5,6,7-tetrahydropyrrolo[2,3-c]azepin-8-one